8-[1-(2,2-Difluoro-ethyl)-1H-indol-4-yl]-7,9-difluoro-1,4,4-trimethyl-5H-[1,2,4]triazolo[4,3-a]quinoxaline FC(CN1C=CC2=C(C=CC=C12)C1=C(C=C2NC(C=3N(C2=C1F)C(=NN3)C)(C)C)F)F